1-methyl-4-(5-methyl-4-amino-1H-pyrazol-1-yl)piperidine CN1CCC(CC1)N1N=CC(=C1C)N